3-hydroxy-octadecan-4-yl stearate C(CCCCCCCCCCCCCCCCC)(=O)OC(C(CC)O)CCCCCCCCCCCCCC